1-nitropent-1-ene [N+](=O)([O-])C=CCCC